C(C)N=S(=O)(C)C1=CC=C(C(=O)NC2=C(C=CC(=C2)C=2SC=CC2)NC(OC(C)(C)C)=O)C=C1 tert-butyl N-[2-[[4-(N-ethyl-S-methyl-sulfonimidoyl)benzoyl]amino]-4-(2-thienyl)phenyl]carbamate